NCCS(=O)(=O)[O-].C(C=C)(=O)[NH+](C)C acrylyldimethyl-ammonium taurate